ClC=1C=C(C=CC1C)S(=O)(=O)NCC=1SC=2C(N(CC2C1)C1C(NC(CC1)=O)=O)=O 3-{3-[(3-chloro-4-methylphenylsulfonylamino)methyl]-8-oxo-2-thia-7-azabicyclo[3.3.0]octa-1(5),3-dien-7-yl}-2,6-piperidinedione